Cl.OC=1C(=NC=CC1)NC=1SC[C@@H](N1)C(=O)O (S)-2-((3-hydroxypyridin-2-yl)amino)-4,5-dihydrothiazole-4-carboxylic acid hydrochloride